(5-diphenylphosphino-9,9-dimethylxanthen-4-yl)-diphenylphosphine C1(=CC=CC=C1)P(C1=C2OC=3C(=CC=CC3C(C2=CC=C1)(C)C)P(C1=CC=CC=C1)C1=CC=CC=C1)C1=CC=CC=C1